C1(=CC=CC=C1)NC(=O)NC1=CC=C(C2=CC=CC=C12)B1OC(C(O1)(C)C)(C)C 1-Phenyl-3-(4-(4,4,5,5-tetramethyl-1,3,2-dioxaborolan-2-yl)naphthalen-1-yl)urea